(1aR,5aR)-2-Piperidin-4-yl-1a,2,5,5a-tetrahydro-1H-2,3-diaza-cyclopropa[a]pentalene-4-carboxylic acid ((S)-2,2-dimethyl-1-methylcarbamoyl-propyl)-amide CC([C@@H](C(NC)=O)NC(=O)C=1C=2C[C@@H]3[C@H](C2N(N1)C1CCNCC1)C3)(C)C